decyl-boric acid C(CCCCCCCCC)OB(O)O